CC(C(=O)N1C[C@@H](N(C[C@H]1C)C(C(=O)NC1=C2C(=CN=C1)NN=C2)=O)C2=CC=CC=C2)(C)C 2-[(2S,5R)-4-(2,2-dimethylpropanoyl)-5-methyl-2-phenyl-piperazin-1-yl]-2-oxo-N-(1H-pyrazolo[3,4-c]pyridin-4-yl)acetamide